N-[2-({1-[(2-ethoxynaphthalen-1-yl)methyl]naphthalen-2-yl}oxy)ethyl]acetamide C(C)OC1=C(C2=CC=CC=C2C=C1)CC1=C(C=CC2=CC=CC=C12)OCCNC(C)=O